(R)-2-(5-chloro-4-((1-(2,4-dichlorophenyl)ethyl)amino)-6-methylpyrimidin-2-yl)-2,6-diazaspiro[3.4]octane-6-carboxylic acid tert-butyl ester C(C)(C)(C)OC(=O)N1CC2(CN(C2)C2=NC(=C(C(=N2)N[C@H](C)C2=C(C=C(C=C2)Cl)Cl)Cl)C)CC1